3-chloro-2-(naphthalen-2-yl)phenanthrene ClC=1C(=CC=2C=CC3=CC=CC=C3C2C1)C1=CC2=CC=CC=C2C=C1